4-(β-D-Ribofuranosyl)Aminobenzol [C@@H]1([C@H](O)[C@H](O)[C@H](O1)CO)NC1=CC=CC=C1